OCC1=NN2C(C(N1)=O)=CN=C2C2CCOCC2 2-hydroxymethyl-7-(tetrahydro-pyran-4-yl)-3H-imidazo[5,1-f][1,2,4]triazin-4-one